FC(C=1C(=NC(=CC1)N1C=NC2=C1C=C(C(=C2)NC=2N=NC(=CC2)C)OC2COC2)N2N=C1C(=C2C)CN(C1=O)C)F 2-[3-(difluoromethyl)-6-[5-[(6-methylpyridazin-3-yl)amino]-6-(oxetan-3-yloxy)benzimidazol-1-yl]-2-pyridyl]-3,5-dimethyl-4H-pyrrolo[3,4-c]pyrazol-6-one